Cl.C1(=CC=C(C=C1)S(=O)(=O)N\N=C\1/C=C(NC=2N1N=CN2)C(=O)OCC)C ethyl (7E)-7-(p-tolylsulfonylhydrazono)-4H-[1,2,4]triazolo[1,5-a]pyrimidine-5-carboxylate hydrochloride